C12C(C3CC(CC(C1)C3)C2)NC(CN2S(N(CCC2)CC)(=O)=O)=O N-(adamantan-2-yl)-2-(6-ethyl-1,1-dioxido-1,2,6-thiadiazinan-2-yl)acetamide